3,4,5,6,6-pentamethyl-3-hepten-2-one CC(C(C)=O)=C(C(C(C)(C)C)C)C